4'-{[(3R)-3-ethyl-1-{[4-(propan-2-yl)phenyl]carbamoyl}-D-prolyl]amino}[1,1'-biphenyl]-4-carboxylic acid C(C)[C@H]1[C@@H](N(CC1)C(NC1=CC=C(C=C1)C(C)C)=O)C(=O)NC1=CC=C(C=C1)C1=CC=C(C=C1)C(=O)O